FC=1C=NC=CC1C=1C=C2N(N=CC(=C2NC(C)C)C(=O)NC2CCC(CC2)C(NC)=O)C1 6-(3-fluoropyridin-4-yl)-4-(isopropylamino)-N-((1r,4r)-4-(methylcarbamoyl)cyclohexyl)pyrrolo[1,2-b]pyridazine-3-carboxamide